C(C)N1CSC2=C1C=CC=C2 3-ethyl-benzthiazoline